[C@H]12CC(C[C@H](CC1)N2)N(C2=CC=C(N=N2)C2=C(C=C(C=C2)N2C=NN=C2)O)C 2-(6-(((1R,3S,5S)-8-azabicyclo[3.2.1]octan-3-yl)(methyl)amino)pyridazin-3-yl)-5-(4H-1,2,4-triazol-4-yl)phenol